1-(2,2-difluoroethoxy)-2-methoxyethane FC(COCCOC)F